NC=1C=C(C=C2C=C(N=CC12)NC(=O)[C@H]1[C@@H](C1)CO)C=1C=NC=CC1C trans-N-[8-amino-6-(4-methyl-3-pyridinyl)-3-isoquinolinyl]-2-(hydroxymethyl)cyclopropanecarboxamide